3-(4-hydroxyphenyl)-1,5-bis(2-methoxyphenyl)-1,5-pentanedione OC1=CC=C(C=C1)C(CC(=O)C1=C(C=CC=C1)OC)CC(=O)C1=C(C=CC=C1)OC